BrC=1C(=NC(=CC1)C=1NC=C(N1)C(F)(F)F)F 3-bromo-2-fluoro-6-[4-(trifluoromethyl)-1H-imidazol-2-yl]pyridine